Ethyl 2-[3-(dibenzylamino)-2-fluoro-propoxy]acetate C(C1=CC=CC=C1)N(CC(COCC(=O)OCC)F)CC1=CC=CC=C1